1-{2-[imino(methyl)oxo-λ6-sulfanyl]ethyl}-4-methyl-3-{2-methyl-6-[4-(trifluoromethyl)phenoxy]pyrimidin-4-yl}-1H,4H,5H-pyrrolo[3,2-b]pyridin-5-one N=S(CCN1C=C(C=2N(C(C=CC21)=O)C)C2=NC(=NC(=C2)OC2=CC=C(C=C2)C(F)(F)F)C)(=O)C